NC1=C(C=C2C(C=C(OC2=C1[N+](=O)[O-])C1=CC=NC=C1)=O)F 7-amino-6-fluoro-8-nitro-2-(pyridin-4-yl)-4H-chromen-4-one